ClC1=C(C(=CC(=C1)F)Cl)N1C=2N(C3=C(C1=O)C=NC(=N3)NC3=CC=C(C=C3)N3CCN(CC3)C)C=CN2 6-(2,6-dichloro-4-fluorophenyl)-2-{[4-(4-methylpiperazin-1-yl)phenyl]amino}imidazo[1,2-a]pyrimido[5,4-e]pyrimidin-5(6H)-one